tert-butyl 8-((4-(((4-aminobutyl)(methyl)amino)methyl)phenyl)amino)-8-oxooctanoate NCCCCN(C)CC1=CC=C(C=C1)NC(CCCCCCC(=O)OC(C)(C)C)=O